2-bromo-1-(2-fluorophenyl)ethyl ketone BrCC(C1=C(C=CC=C1)F)C(=O)C(CBr)C1=C(C=CC=C1)F